COC(\C=C\C1=CC(=CC=C1)N(C(=O)C1CCCCC1)C([2H])C1=CC=C(C=C1)C=1C=CC2=C(S(CCN2)(=O)=O)C1)=O.CN(C)[Si](CCC(F)(F)F)(CCC(F)(F)F)CCC(F)(F)F dimethylamino-tris(3,3,3-trifluoropropyl)silane methyl-(E)-3-(3-(N-((4-(1,1-dioxido-3,4-dihydro-2H-benzo[b][1,4]thiazin-7-yl)phenyl)methyl-d)cyclohexanecarboxamido)phenyl)acrylate